C(C1=CC=CC=C1)O[C@@H]1CN(CC1)C(=O)C=1C(=NC(=C(C1O)C1=C(C=CC=C1OC)OC)COCC)O 3-[(3S)-3-(benzyloxy)pyrrolidine-1-carbonyl]-5-(2,6-dimethoxyphenyl)-6-(ethoxymethyl)pyridine-2,4-diol